(E)-3-(3-fluoro-2-nitro-phenyl)prop-2-enoic acid methyl ester COC(\C=C\C1=C(C(=CC=C1)F)[N+](=O)[O-])=O